OC1=CC=CC=2C(C3=CC=CC=C3SC12)=O 4-hydroxy-9H-thioxanthone